N-[(1S)-1-[4-(4,4,5,5-tetramethyl-1,3,2-dioxaborolan-2-yl)phenyl]ethyl]carbamic acid tert-butyl ester C(C)(C)(C)OC(N[C@@H](C)C1=CC=C(C=C1)B1OC(C(O1)(C)C)(C)C)=O